1-(3-carboxy-4-(3-hydroxy-6-oxo-6H-xanthen-9-yl)phenylamino)-9,16,24-trioxo-1-thioxo-2,8,17,23,25-pentaaza-octacosane-7,22,26,28-tetracarboxylic acid C(=O)(O)C=1C=C(C=CC1C1=C2C=CC(C=C2OC=2C=C(C=CC12)O)=O)NC(NCCCCC(NC(CCCCCCC(NCCCCC(NC(NC(CCC(=O)O)C(=O)O)=O)C(=O)O)=O)=O)C(=O)O)=S